CC=1N=C2N(C=CC=C2)C1C=1N=C(SC1)NC1=CC(=CC=C1)C 4-(2-methylimidazo[1,2-a]pyridin-3-yl)-N-(3-methylphenyl)-1,3-thiazol-2-amine